FC1=C(C(=CC(=C1)C=1C(=NC=CC1)SC(C)C)F)N1CC(CCC1)CC#N 2-[1-[2,6-difluoro-4-(2-isopropylthio-3-pyridyl)phenyl]-3-piperidyl]acetonitrile